4,4-dihydroxy-2,2-bipyridine OC1(CC(=NC=C1)C1=NC=CC=C1)O